5-(Difluoromethoxy)-N-((R)-1-(3-fluoropropyl)pyrrolidin-3-yl)-6-((6S,8R)-8-methyl-7-(2,2,2-Trifluoroethyl)-6,7,8,9-tetrahydro-3H-pyrazolo[4,3-f]isoquinolin-6-yl)pyridin-3-amine FC(OC=1C=C(C=NC1[C@H]1N([C@@H](CC2=C3C(=CC=C12)NN=C3)C)CC(F)(F)F)N[C@H]3CN(CC3)CCCF)F